naphthyl ether sulfate salt S(=O)(=O)(O)O.C1(=CC=CC2=CC=CC=C12)OC1=CC=CC2=CC=CC=C12